2-(3-chloro-5-fluorophenyl)-N-((2S)-5-hydroxy-1-oxo-1-(((S)-5,5,5-trifluoro-1-oxo-1-(thiazol-2-yl)pentan-2-yl)amino)hexan-2-yl)oxazole-5-carboxamide ClC=1C=C(C=C(C1)F)C=1OC(=CN1)C(=O)N[C@H](C(N[C@H](C(C=1SC=CN1)=O)CCC(F)(F)F)=O)CCC(C)O